butanol hexyl-acetate C(CCCCC)CC(=O)OCCCC